Ethyl 3-[(tert-butoxycarbonylamino)methyl]-4,5-dihydro-1,2-oxazole-5-carboxylate C(C)(C)(C)OC(=O)NCC1=NOC(C1)C(=O)OCC